tert-butyl (R)-3-((5-(((5-(tert-butyl)oxazol-2-yl)methyl)thio)-4-methylthiazol-2-yl)amino)piperidine-1-carboxylate C(C)(C)(C)C1=CN=C(O1)CSC1=C(N=C(S1)N[C@H]1CN(CCC1)C(=O)OC(C)(C)C)C